3-(8-methyl-4-oxo-4,5-dihydro-3H-pyrimido[5,4-b]indol-3-yl)-N-(2-((3-(trifluoromethyl)phenyl)amino)ethyl)propanamide CC1=CC=2C3=C(NC2C=C1)C(N(C=N3)CCC(=O)NCCNC3=CC(=CC=C3)C(F)(F)F)=O